NC=1SC2=C(C1C(=O)OCC)CCC(C2)(COC(F)F)CC#N ethyl 2-amino-6-(cyanomethyl)-6-[(difluoromethoxy)methyl]-4,5,6,7-tetrahydro-1-benzothiophene-3-carboxylate